OC1[C@H](O)C[C@@H](O)[C@H](O1)C 3,6-Dideoxy-D-xylo-hexopyranose